2-[(9S)-7-(4-chlorophenyl)-4,5,13-trimethyl-3-thia-1,8,11,12-tetrazatricyclo[8.3.0.02,6]trideca-2(6),4,7,10,12-pentaen-9-yl]-N-[5-(4-piperidyloxy)pentyl]acetamide ClC1=CC=C(C=C1)C=1C=2C(=C(SC2N2C(=NN=C2[C@@H](N1)CC(=O)NCCCCCOC1CCNCC1)C)C)C